COCCOC1=C(C=C2C(=C1)C(=NC=N2)NC3=CC=CC(=C3)C#C)OCCOC The molecule is a quinazoline compound having a (3-ethynylphenyl)amino group at the 4-position and two 2-methoxyethoxy groups at the 6- and 7-positions. It has a role as an antineoplastic agent, a protein kinase inhibitor and an epidermal growth factor receptor antagonist. It is a member of quinazolines, a terminal acetylenic compound, an aromatic ether and a secondary amino compound.